ClC1=C(CC2=NC3=C(N2[C@@H]2COCC2(C)C)C=C(C=C3)C(=O)O)C=C(C(=C1)C1=NC(=C(C=C1)F)OCC=1SC(=CN1)C(F)(F)F)C (S)-2-(2-chloro-4-(5-fluoro-6-((5-(trifluoromethyl)thiazol-2-yl)methoxy)pyridin-2-yl)-5-methylbenzyl)-1-(4,4-dimethyltetrahydrofuran-3-yl)-1H-benzo[d]imidazole-6-carboxylic acid